O1C(=CC2=C1C=CC=C2)C=2C=C(C(=C(C2)B(O)O)C(C)C)O 5-(1-Benzofuran-2-yl)-2-isopropyl-3-hydroxyphenylboronic acid